OCCCNC(=O)NCCCO 1,3-bis(3-hydroxypropyl)urea